OCC(C)(O)C=1SC(=CN1)S(=O)(=O)N 2-(1,2-dihydroxyprop-2-yl)thiazole-5-sulfonamide